O=C1NC(CCC1N1C(C2=CC=CC(=C2C1=O)NCCCCCCCCO)=O)=O (2,6-dioxopiperidin-3-yl)-4-((8-hydroxyoctyl)amino)isoindoline-1,3-dione